ClC=1C(=CC(=C(N(C2=CC=CC=C2)C)C1)C)[N+](=O)[O-] 5-chloro-N,2-dimethyl-4-nitro-N-phenylaniline